NC1=C2C(=NC=N1)N(N=C2C2=CC=C(C=C2)OC2=CC=CC=C2)C2CCN(CC2)C(COCCOCCOCCSC2=C1CNC(C1=CC=C2)=O)=O 4-((2-(2-(2-(2-(4-(4-amino-3-(4-phenoxyphenyl)-1H-pyrazolo[3,4-d]pyrimidin-1-yl)piperidin-1-yl)-2-oxoethoxy)ethoxy)ethoxy)ethyl)thio)-1-oxoisoindoline